C(C)CC1=CC=C(C=C1)S(=O)(=O)N [ethyl]-p-toluenesulfonamide